(7S)-N-(1-(tert-butylsulfinyl)-3,3-difluoro-1-azaspiro[3.5]non-7-yl)-4-(5-(5-fluoro-2-methoxypyridin-4-yl)-1H-pyrazole-3-carbonyl)-4-azaspiro[2.5]octane-7-carboxamide C(C)(C)(C)S(=O)N1CC(C12CCC(CC2)NC(=O)[C@H]2CCN(C1(CC1)C2)C(=O)C2=NNC(=C2)C2=CC(=NC=C2F)OC)(F)F